C1(CC1)CN1CC2C(C1)CN(C2)C=2N=CC1=C(N2)N2C(=C(C1=O)C(=O)O)NC1=C2C=CC=C1 2-(5-(cyclopropylmethyl)hexahydropyrrolo[3,4-c]pyrrol-2(1H)-yl)-5-oxo-5,7-dihydrobenzo[4',5']imidazo[1',2':1,6]pyrido[2,3-d]pyrimidine-6-carboxylic acid